Cl.Cl.NC1C[C@H]2CC[C@@H](C1)N2C2=CC=C(C=N2)C=2C=1N(C=C(C2)C=2C=NN(C2)C)N=CC1C#N 4-(6-((1R,3S,5S)-3-amino-8-azabicyclo[3.2.1]oct-8-yl)pyridin-3-yl)-6-(1-methyl-1H-pyrazol-4-yl)pyrazolo[1,5-a]pyridine-3-carbonitrile dihydrochloride